aluminum-germanium alloyl-silicon C(C=C)(=O)[Si].[Ge].[Al]